2-({4-[(2S)-2-(4-chloro-2-fluorophenyl)-2-methyl-2H-1,3-benzodioxol-4-yl]piperidin-1-yl}methyl)-3-[(ethanesulfonyl)methyl]-5-[5-(trifluoromethyl)-4H-1,2,4-triazol-3-yl]pyridine ClC1=CC(=C(C=C1)[C@@]1(OC2=C(O1)C=CC=C2C2CCN(CC2)CC2=NC=C(C=C2CS(=O)(=O)CC)C2=NN=C(N2)C(F)(F)F)C)F